2-(2-Chlorophenyl)-N-[4-(3-cyano-2-methylphenoxy)-3-sulfamoylphenyl]acetamide ClC1=C(C=CC=C1)CC(=O)NC1=CC(=C(C=C1)OC1=C(C(=CC=C1)C#N)C)S(N)(=O)=O